CC(C(=C)C(=O)O)(CCCC)C(=O)O monomethyl-heptene-2,3-dicarboxylic acid